(6R)-5-Acetamido-3,5-dideoxy-6-[(1R,2R)-1,2,3-trihydroxypropyl]-L-threo-hex-2-ulopyranonosyl-(2->6)-D-galactopyranosyl-(1->4)-D-glucopyranose C(C)(=O)N[C@@H]1[C@H](CC(C(=O)O)(O[C@H]1[C@@H]([C@@H](CO)O)O)OC[C@@H]1[C@@H]([C@@H]([C@H](C(O1)O[C@H]1[C@@H]([C@H](C(O)O[C@@H]1CO)O)O)O)O)O)O